OC1=CC(=C(C=C1)C(C=CC1=CC=CC=C1)=O)OC 1-(4-Hydroxy-2-methoxyphenyl)-3-phenylprop-2-en-1-one